C(C1=CC=CC=C1)OC1=CC=C(C=N1)C=1C=C(C=CC1)C1=NC(=NC=C1F)NC1CC(CCC1)C(=O)O 3-((4-(3-(6-(benzyloxy)pyridin-3-yl)phenyl)-5-fluoropyrimidin-2-yl)amino)cyclohexane-1-carboxylic acid